dimethylthexylsilyl 2-azido-2-deoxy-3,6-di-O-benzyl-4-O-(2-O-levulinoyl-3-O-(2-naphthyl)-4,6-di-O-benzyl-β-D-galactopyranosyl)-β-D-glucopyranoside N(=[N+]=[N-])[C@H]1[C@H](O[Si](C(C)(C)C(C)C)(C)C)O[C@@H]([C@H]([C@@H]1OCC1=CC=CC=C1)O[C@H]1[C@H](OC(CCC(=O)C)=O)[C@@H](OC2=CC3=CC=CC=C3C=C2)[C@@H](OCC2=CC=CC=C2)[C@H](O1)COCC1=CC=CC=C1)COCC1=CC=CC=C1